C(#N)C1=NC=CC(=C1OC1CNCCC1)C1=NC(=NC=C1)N 2-cyano-3-(piperidin-3-yloxy)pyridineyl-2-aminopyrimidine